2-(6-chloro-1-naphthyl)-4,4,5,5-tetramethyl-1,3,2-dioxaborolane ClC=1C=C2C=CC=C(C2=CC1)B1OC(C(O1)(C)C)(C)C